BrC=1C=CC=2N(C1)C(=C(N2)Cl)SCC 6-bromo-2-chloro-3-(ethylthio)imidazo[1,2-a]pyridine